ethyl 4-((tert-butoxycarbonyl)amino)-2-((7-chlorothieno[3,2-b]pyridin-2-yl)methyl)-3-oxobutanoate C(C)(C)(C)OC(=O)NCC(C(C(=O)OCC)CC1=CC2=NC=CC(=C2S1)Cl)=O